ClC=1C=C(C=2N(N1)C(=NN2)C(C)C)NC=2C=NC=C(C2)OC 6-chloro-3-isopropyl-N-(5-methoxypyridin-3-yl)-[1,2,4]triazolo[4,3-b]pyridazin-8-amine